(R)-N-(3-(1-((2-amino-5-chloropyridin-3-yl)oxy)ethyl)phenyl)-3-(cyclopropylsulfonyl)benzamide NC1=NC=C(C=C1O[C@H](C)C=1C=C(C=CC1)NC(C1=CC(=CC=C1)S(=O)(=O)C1CC1)=O)Cl